COC1=CC=C(CN(S(=O)(=O)[C@H](C(=O)OC)C[C@H]2OCCC2)CC2=CC=C(C=C2)OC)C=C1 (S)-METHYL 2-(N,N-BIS(4-METHOXYBENZYL)SULFAMOYL)-3-((S)-TETRAHYDROFURAN-2-YL)PROPANOATE